N-(5-amino-2-(3-(dimethylamino)pyrrolidin-1-yl)-3-fluorophenyl)acetamide NC=1C=C(C(=C(C1)NC(C)=O)N1CC(CC1)N(C)C)F